ethyl N2-((tert-butoxycarbonyl)-L-leucyl)-N5-methyl-L-glutaminate C(C)(C)(C)OC(=O)N[C@@H](CC(C)C)C(=O)N[C@@H](CCC(NC)=O)C(=O)OCC